FC(C1=CC(=C2C=CC=NC2=C1)N[C@@H]1CN(CC1)CC(=O)N1[C@@H](CCC1)C#N)(F)F (2S)-1-[2-[(3S)-3-[[7-(trifluoromethyl)-5-quinolinyl]amino]pyrrolidin-1-yl]acetyl]pyrrolidine-2-carbonitrile